2-[4-(ethylsulfonyl)phenyl]-3-methoxypropionic acid C(C)S(=O)(=O)C1=CC=C(C=C1)C(C(=O)O)COC